N-(7-chloro-6-(1-((3R,4R)-4-fluoro-3-methyltetrahydrofuran-3-yl)piperidin-4-yl)isoquinolin-3-yl)-2-cyanocyclobutane-1-carboxamide ClC1=C(C=C2C=C(N=CC2=C1)NC(=O)C1C(CC1)C#N)C1CCN(CC1)[C@@]1(COC[C@@H]1F)C